FC1=C(C(=CC=C1)C)CNC(=O)C=1C(=NN(C1)CC1=CC=C(C=C1)CN1C(C=CC=C1)=O)COC N-[(2-fluoro-6-methylphenyl)methyl]-3-(methoxymethyl)-1-({4-[(2-oxopyridin-1-yl)methyl]phenyl}methyl)pyrazole-4-carboxamide